[NH4+].[K+] potassium monoammonium